5-heptyne-3-ol CCC(CC#CC)O